4-(N-Boc-piperidin-4-yl)phenylboronic acid pinacol ester C(=O)(OC(C)(C)C)N1CCC(CC1)C1=CC=C(C=C1)B1OC(C)(C)C(C)(C)O1